C1(CC1)C1=CC(=CC(=N1)C(=O)NC1=CC(=CC=C1)C1(COC1)[C@H](C1=NN=CN1C)F)[C@H](C)N1CC2(CC2)CC1 6-cyclopropyl-4-[(1S)-1-(5-azaspiro[2.4]heptan-5-yl)ethyl]-N-[3-[3-[(R)-fluoro-(4-methyl-1,2,4-triazol-3-yl)methyl]oxetan-3-yl]phenyl]pyridine-2-carboxamide